N6-(2-azidoacetyl)-L-lysine N(=[N+]=[N-])CC(=O)NCCCC[C@H](N)C(=O)O